methylethan-1-aminium bromide [Br-].CC(C)[NH3+]